COC=1C=C2C(=NC(=NC2=CC1OC)C)NC(C)C=1SC(=CC1)C1=CC(=CC=C1)C(F)(F)F 6,7-dimethoxy-2-methyl-N-[1-{5-[3-(trifluoro-methyl)phenyl]-thiophen-2-yl}-ethyl]quinazolin-4-amine